3-{5-[3-(2-aminoethoxy)prop-1-yn-1-yl]-1-oxo-2,3-dihydro-1H-isoindol-2-yl}piperidine-2,6-dione NCCOCC#CC=1C=C2CN(C(C2=CC1)=O)C1C(NC(CC1)=O)=O